BrC=1C(=C(OCC2CC3(C2)CCN(CC3)CCOC3=CC=C2C(=NN(C2=C3)C)C3C(NC(CC3)=O)=O)C=CC1)C 3-(6-(2-(2-((3-bromo-2-methylphenoxy)methyl)-7-azaspiro[3.5]nonan-7-yl)ethoxy)-1-methyl-1H-indazol-3-yl)piperidine-2,6-dione